(1R,5S)-2-oxa-4-azabicyclo[3.2.1]octane [C@@H]12OCN[C@@H](CC1)C2